tris[2-tert-butyl-4-(3-tert-butyl-4-hydroxy-6-methylphenylsulfanyl)-5-methylphenyl]Phosphite C(C)(C)(C)C1=C(C=C(C(=C1)SC1=CC(=C(C=C1C)O)C(C)(C)C)C)OP(OC1=C(C=C(C(=C1)C)SC1=CC(=C(C=C1C)O)C(C)(C)C)C(C)(C)C)OC1=C(C=C(C(=C1)C)SC1=CC(=C(C=C1C)O)C(C)(C)C)C(C)(C)C